(R)-7-(((tert-butyldimethylsilyl)oxy)methyl)-3-vinyl-5,7-dihydro-6H-pyrrolo[3,4-b]pyridine-6-carboxylate [Si](C)(C)(C(C)(C)C)OC[C@@H]1N(CC=2C1=NC=C(C2)C=C)C(=O)[O-]